OC[C@]1(C2=C(OC1)C=CC1=CC(=CC=C12)OC)C1=CC=C(C=C1)O (R)-4-(1-(Hydroxymethyl)-7-methoxy-1,2-dihydronaphtho[2,1-b]furan-1-yl)phenol